C(C)OC=1C=C(C=CC1C=1NC(C2=C(N1)NN=N2)=O)C=2C=C(N(C2)C)C(=O)O 4-(3-ethoxy-4-(7-oxo-6,7-dihydro-3H-[1,2,3]triazolo[4,5-d]pyrimidin-5-yl)phenyl)-1-methyl-1H-pyrrole-2-carboxylic acid